[Zn].[Ag].[Au] gold-silver zinc